N-((1r,3r)-3-(3-(trifluoromethyl)phenoxy)cyclopentyl)acrylamide FC(C=1C=C(O[C@H]2C[C@@H](CC2)NC(C=C)=O)C=CC1)(F)F